BrC1=NC=2N(C(N(C(C2N1C)=O)CC=1N(C2=CC=C(C=C2C1)OC)C(=O)OC(C)(C)C)=O)C tert-butyl 2-((8-bromo-3,7-dimethyl-2,6-dioxo-2,3,6,7-tetrahydro-1H-purin-1-yl)methyl)-5-methoxy-1H-indole-1-carboxylate